C(OCCCCCCCCC=CCCCCCCCC)(OCI)=O octadec-9-en-1-yl iodomethyl carbonate